Dimethyltetradecyl(3-(trimethoxysilyl)propyl)ammonium chlorid [Cl-].C[N+](CCC[Si](OC)(OC)OC)(CCCCCCCCCCCCCC)C